COC1=CC=C(CN(C=2C(=C(C(=C(C2)B(O)O)C(F)(F)F)F)F)CC2=CC=C(C=C2)OC)C=C1 (5-(bis(4-methoxybenzyl)amino)-3,4-difluoro-2-(trifluoromethyl)phenyl)boronic acid